C(C)(=O)N[C@@H](CC(=O)OC(C)(C)C)C(=O)N[C@H](C(=O)NCC1=C(C=CC(=C1)OCCNC(=O)OC(C)(C)C)C)CCC1=CC=CC=C1 (S)-tert-butyl 3-acetamido-4-(((S)-1-((5-(2-((tert-butoxycarbonyl)amino)ethoxy)-2-methylbenzyl)amino)-1-oxo-4-phenylbutan-2-yl)amino)-4-oxobutanoate